C(C)(C)(C)OC(=O)N1CC(C(CC1)=O)C1=CC(=NC=C1)C.COCCCCCC(=O)NC1=C(C(=C(C(=C1F)F)C(F)(F)F)F)F 6-methoxy-N-(2,3,5,6-tetrafluoro-4-(trifluoromethyl)phenyl)hexanamide tert-butyl-3-(2-methylpyridin-4-yl)-4-oxopiperidine-1-carboxylate